Methyl (1R,3S,5S)-8-[5-(5-chloro-2-methoxypyridin-4-yl)-1H-pyrazole-3-carbonyl]-8-azabicyclo[3.2.1]octane-3-carboxylate ClC=1C(=CC(=NC1)OC)C1=CC(=NN1)C(=O)N1[C@H]2CC(C[C@@H]1CC2)C(=O)OC